(3-((2-(1,4-dimethyl-1H-pyrazol-5-yl)-5-fluoropyridin-4-yl)oxy)azetidin-1-yl)(5-(5-methylpyridin-3-yl)-4,5-dihydro-1H-pyrazol-1-yl)methanone CN1N=CC(=C1C1=NC=C(C(=C1)OC1CN(C1)C(=O)N1N=CCC1C=1C=NC=C(C1)C)F)C